N-[3-(methoxymethyl)-2-[[4-[[(3R)-pyrrolidin-3-yl]methoxy]phenoxy]methyl]phenyl]-4-methyl-thieno[3,2-b]pyrrole-5-carboxamide hydrochloride Cl.COCC=1C(=C(C=CC1)NC(=O)C1=CC2=C(N1C)C=CS2)COC2=CC=C(C=C2)OC[C@H]2CNCC2